4-(3-(3-(1-methyl-1H-indazol-6-yl)-1,4-dihydro-thieno[2',3':4,5]cyclopenta[1,2-c]pyrazol-6-yl)benzyl)morpholine CN1N=CC2=CC=C(C=C12)C=1C2=C(NN1)C1=C(C2)SC(=C1)C=1C=C(CN2CCOCC2)C=CC1